(R)-7-((S)-4-acryloyl-2-methylpiperazin-1-yl)-9-chloro-3-((1-(2,2-difluoroethyl)piperidin-4-yl)methyl)-10-(4-fluorophenyl)-2,3-dihydro-5H-[1,4]thiazino[2,3,4-ij]quinazolin-5-one C(C=C)(=O)N1C[C@@H](N(CC1)C1=NC(N2C3=C(C(=C(C=C13)Cl)C1=CC=C(C=C1)F)SC[C@H]2CC2CCN(CC2)CC(F)F)=O)C